C(C)(C)(C)C1=NN(C(=C1)NC(=O)C1=CC=C2C=C(C=NC2=C1)C1=C(C=C(C=C1)F)F)C N-(3-(tert-butyl)-1-methyl-1H-pyrazol-5-yl)-3-(2,4-difluorophenyl)quinoline-7-carboxamide